C(C1=CC=CC=C1)OC(=O)CCCCCC(CN(CC(CCCCCC(=O)OCC1=CC=CC=C1)O[Si](C)(C)C(C)(C)C)CCCNC(=O)OC(C)(C)C)O[Si](C)(C)C(C)(C)C benzyl 8-({7-(benzyloxycarbonyl)-2-[(tert-butyl)bis(methyl)siloxy]heptyl}[3-(tert-butoxycarbonylamino)propyl]amino)-7-[(tert-butyl)bis(methyl)siloxy]octanoate